CC1(CCC1)NCC=1C=C(C=2N(C1)N=CN2)C(=O)O 6-(((1-methylcyclobutyl)amino)methyl)-[1,2,4]triazolo[1,5-a]pyridine-8-carboxylic acid